(8R,9S,10R,13S,14S)-17-acetyl-10,13-dimethyl-2,3,4,7,8,9,10,11,12,13,14,15-dodecahydro-1H-cyclopenta[a]phenanthren-3-yl-3-morpholinopropanoate C(C)(=O)C1=CC[C@H]2[C@@H]3CC=C4CC(CC[C@@]4([C@H]3CC[C@]12C)C)OC(CCN1CCOCC1)=O